O[PH+]=O The molecule is a phosphorus oxoacid that consists of a single pentavalent phosphorus covalently bound via single bonds to two hydrogens and a hydroxy group and via a double bond to an oxygen. The parent of the class of phosphinic acids. It has a role as an antioxidant. It is a phosphorus oxoacid and a member of phosphinic acids. It is a conjugate acid of a phosphinate.